5-(2-amino-3,3-dimethylcyclopentyl)-2-chloropyridin-3-ol NC1C(CCC1(C)C)C=1C=C(C(=NC1)Cl)O